3-(4-(8-(cyclohexylamino)octyl)-1-oxoisoindolin-2-yl)piperidine-2,6-dione C1(CCCCC1)NCCCCCCCCC1=C2CN(C(C2=CC=C1)=O)C1C(NC(CC1)=O)=O